N1C(=NCC1)CC=1C(=C(C(=CC1C)C(C)(C)C)O)C 3-(4,5-dihydro-1H-imidazol-2-ylmethyl)-2,4-dimethyl-6-tert-butyl-phenol